C(=CCC)[C-]1C(=CC=C1)C=CCC.[CH-]1C=CC=C1.[Fe+2] 1,2-dibutenyl-ferrocene